C(CCCCCCC)(=O)O.C(CCCCCCC)(=O)O.N1CCC1 azetidine dioctanoate